tert-butyl (S)-4-(7-chloro-1-(4-chloro-2-isopropylpyridin-3-yl)-6-fluoro-2-oxo-1,2-dihydropyrido[2,3-d]pyrimidin-4-yl)-3-methylpiperazine-1-carboxylate ClC=1C(=CC2=C(N(C(N=C2N2[C@H](CN(CC2)C(=O)OC(C)(C)C)C)=O)C=2C(=NC=CC2Cl)C(C)C)N1)F